C1(CCCCC1)C1=NN=C(O1)C=1C=CC2=C(NC(=N2)C2=C(C=CC=C2Cl)Cl)C1 6-(5-cyclohexyl-[1,3,4]oxadiazol-2-yl)-2-(2,6-dichloro-phenyl)-1H-benzimidazole